C(=CC(=C)C)C(C(C=C[Al](C=CC(C)=C)C=CC(C)=C)=C)(C=CC(=C)C)C=CC(=C)C triisopentadienyl-(triisoprenyl)aluminum